FC1=CC=C(C=C1)C=1N=CN(C1C=1C=C2C=C(C=NC2=CC1)C#CC(C)(O)C1=CC=CC=C1)C(C)C 4-(6-(4-(4-fluorophenyl)-1-isopropyl-1H-imidazol-5-yl)quinolin-3-yl)-2-phenylbut-3-yn-2-ol